CN(C)CCOC1CCNCC1 N,N-dimethyl-2-(4-piperidinyloxy)ethylamine